di(propynyloxymethyl)tetradecyl-benzyl-ammonium chloride [Cl-].C(#CC)OC[N+](CC1=CC=CC=C1)(CCCCCCCCCCCCCC)COC#CC